N-((3-bromophenyl)(6-fluoro-5-isopropylpyridin-2-yl)methyl)-2-methylpropane-2-sulfinamide BrC=1C=C(C=CC1)C(NS(=O)C(C)(C)C)C1=NC(=C(C=C1)C(C)C)F